(R,Z)-1-((5-(azetidin-1-yl)-2'-chloro-[1,1'-biphenyl]-2-yl)sulfonyl)-4-fluoro-N-(4-(methylsulfonyl)but-3-en-2-yl)piperidine-4-carboxamide N1(CCC1)C=1C=CC(=C(C1)C1=C(C=CC=C1)Cl)S(=O)(=O)N1CCC(CC1)(C(=O)N[C@H](C)\C=C/S(=O)(=O)C)F